oxo-bicycloheptane O=C1C(CCCCC1)C1CCCCCC1